Tert-butyl (3-cyano-4-(6-(6-((6-methoxypyridin-3-yl)methyl)-3,6-diazabicyclo[3.1.1]heptan-3-yl)pyridin-3-yl)pyrazolo[1,5-a]pyridin-6-yl)carbamate C(#N)C=1C=NN2C1C(=CC(=C2)NC(OC(C)(C)C)=O)C=2C=NC(=CC2)N2CC1N(C(C2)C1)CC=1C=NC(=CC1)OC